N1=C(C=CC=C1)C[C@@H](N)C(=O)O D-3-(2-pyridyl)alanine